2-butynylglycine C(#CCC)C(N)C(=O)O